CC1CC(C1)C1=NC=C(C(=N1)OC1=CC=CC=C1)C(=O)N1CC(C1)=CS(=O)(=O)C (2-((1r,3r)-3-methylcyclobutyl)-4-phenoxypyrimidin-5-yl)(3-((methylsulfonyl)methylene)azetidin-1-yl)methanone